Cl.ClC=1C=C(C=CC1OC)NC1N(C(=NC(=N1)N)N1CCCC1)C=1C=C(C=CC1)C N-(3-Chloro-4-methoxyphenyl)-6-pyrrolidin-1-yl-N1-m-tolyl-[1,3,5]triazine-2,4-diamine hydrochloride